Cl.C(CC)C1=CC=C(C=C1)S(=O)(=O)NCCN 4-n-propylbenzenesulfonylethyleneDiamine Hydrochloric Acid Salt